tert-butyl N-(3-bromo-2-methoxyphenyl)carbamate BrC=1C(=C(C=CC1)NC(OC(C)(C)C)=O)OC